C(C1=CC=CC=C1)(=O)NC=1C=C2C(=CNC2=CC1)C1CCN(CC1)C(CC)CC 5-benzoylamino-3-(1-(3-pentyl)piperidin-4-yl)-1H-indole